FC=1C(=CC2=C(N=C(S2)C2=C3N=CC(=NC3=CC(=C2)C)OC)C1C)OC 5-fluoro-6-methoxy-2-(2-methoxy-7-methylquinoxalin-5-yl)-4-methylbenzo[d]thiazole